C(#N)[C@@]1(CC12CC2)C=2C=C1C=C(N=CC1=CC2)NC(=O)[C@@H]2[C@H](C2)C2=CC=NC=C2 (1S,2S)-N-(6-((R)-1-cyanospiro[2.2]pentan-1-yl)isoquinolin-3-yl)-2-(pyridin-4-yl)cyclopropane-1-carboxamide